(4-(1-(2-bromo-5-methoxy-4-nitrophenyl)piperidin-4-yl)piperazin-1-yl)ethanone BrC1=C(C=C(C(=C1)[N+](=O)[O-])OC)N1CCC(CC1)N1CCN(CC1)C(C)=O